ClC1=C(C=CC=C1)CC(=O)NC=1C=C(C2=CN(N=C2C1)C1(CC1)C)S(N)(=O)=O 2-(2-chlorophenyl)-N-(2-(1-methylcyclopropyl)-4-sulfamoyl-2H-indazol-6-yl)acetamide